tert-Butyl 3-(5-(1-(cyanomethoxy)-2,2,2-trifluoroethyl)-7-(thiazol-2-yl)benzo[d]oxazol-2-yl)-3,6-diazabicyclo[3.1.1]heptane-6-carboxylate C(#N)COC(C(F)(F)F)C=1C=C(C2=C(N=C(O2)N2CC3N(C(C2)C3)C(=O)OC(C)(C)C)C1)C=1SC=CN1